C(C)N(/C=C/C(=O)C1CCC(N(C1)C(=O)OC(C)(C)C)C1=CC=CC=C1)CC tert-butyl 5-[(E)-3-(diethylamino)prop-2-enoyl]-2-phenyl-piperidine-1-carboxylate